BrC1=CC=2C[C@H]3OCCN([C@H]3C2C=C1)C(=O)OC(C)(C)C tert-butyl (4aS,9aR)-7-bromo-2,3,9,9a-tetrahydroindeno[2,1-b][1,4]oxazine-4(4aH)-carboxylate